C(C)N(C(C(C)OC1=CC=CC2=CC=CC=C12)=O)CC (-)-N,N-diethyl-2-(naphthalen-1-yloxy)propionamide